2-Indolinecarboxylic ACID N1C(CC2=CC=CC=C12)C(=O)O